3-[5-[1-[[4-[(3R,5R)-5-[(5-bromo-1-methyl-6-oxo-pyridazin-4-yl)amino]-1-methyl-3-piperidyl]phenyl]methyl]azetidin-3-yl]oxy-1-oxo-isoindolin-2-yl]piperidine-2,6-dione BrC1=C(C=NN(C1=O)C)N[C@@H]1C[C@@H](CN(C1)C)C1=CC=C(C=C1)CN1CC(C1)OC=1C=C2CN(C(C2=CC1)=O)C1C(NC(CC1)=O)=O